((3-chloro-1,4-diphenoxy-1,4-dihydronaphthalen-2-ylamino)methyl)-N-(quinolin-6-yl)benzamide ClC1=C(C(C2=CC=CC=C2C1OC1=CC=CC=C1)OC1=CC=CC=C1)NCC1=C(C(=O)NC=2C=C3C=CC=NC3=CC2)C=CC=C1